C(#N)[C@@H]1CC[C@H](CC1)N1N=CC(=C1)NC1=NC=C(C(=N1)C1=CC=C(C(=O)N[C@@H](C)C#N)C=C1)C 4-(2-((1-(trans-4-cyanocyclohexyl)-1H-pyrazol-4-yl)amino)-5-methylpyrimidin-4-yl)-N-((S)-1-cyanoethyl)benzamide